(S)-6-(2,6-dichloro-3,5-dimethoxyphenyl)-3-(2-nitrophenyl)-4,5,6,7-tetrahydro-1H-indazole ClC1=C(C(=C(C=C1OC)OC)Cl)[C@H]1CCC=2C(=NNC2C1)C1=C(C=CC=C1)[N+](=O)[O-]